(R)-1-(1-(1,1-difluoroethyl)cyclopropyl)-N-(1-(3-(difluoromethyl)-2-fluorophenyl)ethyl)-4-((1-methylpiperidin-4-yl)amino)-6-oxo-1,6-dihydropyridine-3-carboxamide FC(C)(F)C1(CC1)N1C=C(C(=CC1=O)NC1CCN(CC1)C)C(=O)N[C@H](C)C1=C(C(=CC=C1)C(F)F)F